C(#C)[C@@H]1N([C@H]2C[C@H]2C1)C(=O)OC(C)(C)C tert-butyl (1S,3R,5S)-3-ethynyl-2-azabicyclo[3.1.0]hexane-2-carboxylat